methyl 7-(1-(adamantan-1-ylmethyl)-1H-pyrazol-4-yl)-3-(6-chloropyridazin-3-yl)imidazo[1,2-a]pyridine-8-carboxylate C12(CC3CC(CC(C1)C3)C2)CN2N=CC(=C2)C2=C(C=3N(C=C2)C(=CN3)C=3N=NC(=CC3)Cl)C(=O)OC